(3S,6S,8S,10aR)-N-((R)-6-fluoro-1,2,3,4-tetrahydronaphthalen-1-yl)-8-methoxy-6-((S)-2-(methylamino)propanamido)-5-oxodecahydropyrrolo[1,2-a]azocine-3-carboxamide FC=1C=C2CCC[C@H](C2=CC1)NC(=O)[C@@H]1CC[C@H]2N1C([C@H](C[C@H](CC2)OC)NC([C@H](C)NC)=O)=O